platinum-palladium carbon [C].[Pd].[Pt]